2-(3-(2-chloroacetamido)benzyloxy)benzamide ClCC(=O)NC=1C=C(COC2=C(C(=O)N)C=CC=C2)C=CC1